(2-amino-3-(cyclopropylethynyl)pyridin-4-yl)-1H-indazol-3-amine NC1=NC=CC(=C1C#CC1CC1)N1N=C(C2=CC=CC=C12)N